N-(2'-Fluoro-3'-methoxy-2-methylbiphenyl-3-yl)-1-methyl-4,5,6,7-tetrahydro-1H-imidazo[4,5-c]pyridin-2-carboxamid FC1=C(C=CC=C1OC)C1=C(C(=CC=C1)NC(=O)C=1N(C2=C(CNCC2)N1)C)C